ClC=1C(NC(N(C1)[C@H]1C[C@@H]([C@H](O1)C(=O)O)O)=O)=O (2S,3S,5R)-5-(5-chloro-2,4-dioxo-3H-pyrimidin-1-yl)-3-hydroxyoxolane-2-carboxylic acid